(S)-1-(2-((S)-3-(furo[3,2-c]pyridin-7-ylamino)pyrrolidin-1-yl)acetyl)pyrrolidine-2-carbonitrile O1C=CC=2C=NC=C(C21)N[C@@H]2CN(CC2)CC(=O)N2[C@@H](CCC2)C#N